2-[2,2-bis(2-hydroxy-phenyl)-ethyl]-N-methylpiperidine OC1=C(C=CC=C1)C(CC1N(CCCC1)C)C1=C(C=CC=C1)O